N12C[C@H](C(CC1)CC2)OC(N[C@@H]2C(CCC1=CC(=CC=C21)C2=CC(=CC=C2)C(C)C)(C)C)=O (S)-quinuclidin-3-yl((R)-6-(3-isopropylphenyl)-2,2-dimethyl-1,2,3,4-tetrahydronaphthalen-1-yl)carbamate